5-chloro-1'-{2-[1-(3-hydroxy-3-methylcyclobutyl)-7-(trifluoromethyl)-1H-1,3-benzimidazol-5-yloxy]propyl}spiro[indoline-3,4'-piperidin]-2-one ClC=1C=C2C(=CC1)NC(C21CCN(CC1)CC(C)OC1=CC2=C(N(C=N2)C2CC(C2)(C)O)C(=C1)C(F)(F)F)=O